tert-butyl (1S,2S,5R)-8-benzyl-2-((S)-1-hydroxyethyl)-3,8-diazabicyclo[3.2.1]octane-3-carboxylate C(C1=CC=CC=C1)N1[C@@H]2[C@H](N(C[C@H]1CC2)C(=O)OC(C)(C)C)[C@H](C)O